N1N=CC2=CC(=CC=C12)NC1=NC(=NC=C1)C1=CC=C2C=C(NC2=C1)C(=O)NC1CC1 6-(4-((1H-indazol-5-yl)amino)pyrimidin-2-yl)-N-cyclopropyl-1H-indole-2-carboxamide